3-bromopyridine-2,6-dicarboxylic acid BrC=1C(=NC(=CC1)C(=O)O)C(=O)O